COC(CC1=NC(=CC2=CC=CC=C12)NC1=NC=C(C(=N1)NC1CCC(CC1)N)C(F)(F)F)=O ((4-(((1s,4s)-4-aminocyclohexyl)amino)-5-trifluoromethylpyrimidin-2-yl)amino)isoquinolineacetic acid methyl ester